COC=1C=C2CCN(CC2=CC1)C1=CC=NC=C1 6-methoxy-2-(pyridin-4-yl)-3,4-dihydroisoquinoline